N1(CCCCCC1)C=1N=C(C2=C(C=NNC2=O)N1)NC1=CC=C(C=C1)N1CCC(CC1)CCO 2-(azepan-1-yl)-4-((4-(4-(2-hydroxyethyl)piperidin-1-yl)phenyl)amino)pyrimido[4,5-d]pyridazin-5(6H)-one